(R)-8-(2-((1,1,1-trifluoropropan-2-yl)amino)-7H-pyrrolo[2,3-d]pyrimidin-5-yl)-3,4-dihydrobenzo[1,4]oxazepin-5(2H)-one FC([C@@H](C)NC=1N=CC2=C(N1)NC=C2C2=CC1=C(C(NCCO1)=O)C=C2)(F)F